3-[2-(3,4-dichlorophenoxy)acetamido]bicyclo[1.1.1]pentan ClC=1C=C(OCC(=O)NC23CC(C2)C3)C=CC1Cl